6-(6-chloro-2-(2,6-difluoro-3,5-dimethoxyphenyl)pyrido[3,4-d]pyrimidin-4-yl)-2-oxa-6-azaspiro[3.3]heptane ClC1=CC2=C(N=C(N=C2N2CC3(COC3)C2)C2=C(C(=CC(=C2F)OC)OC)F)C=N1